dichloro[1-(2,4,6-trimethylphenyl)-2,2,4-trimethyl-4-phenyl-5-pyrrolidinylidene](2-isopropoxyphenylmethylene)ruthenium (II) Cl[Ru-4](=CC1=C(C=CC=C1)OC(C)C)(=C1C(CC(N1C1=C(C=C(C=C1C)C)C)(C)C)(C1=CC=CC=C1)C)Cl